(7-(3-Cyclopropylphenoxy)-2-azaspiro[3.5]nonan-2-yl)((1s,3s)-3-hydroxy-3-methylcyclobutyl)methanon C1(CC1)C=1C=C(OC2CCC3(CN(C3)C(=O)C3CC(C3)(C)O)CC2)C=CC1